2,9-bis(3-dimethylaminopropyl)isoquinolino[4',5',6':6,5,10]anthraceno[2,1,9-def]isoquinoline CN(CCCN1C=C2C=CC=3C4=C2C(=C1)C=CC4=C4C1=C2C(C=CC13)=CN(C=C2C=C4)CCCN(C)C)C